tert-butyl 4-[4-[2-(3-benzyloxyphenoxy)ethoxy]-1-piperidyl]benzoate C(C1=CC=CC=C1)OC=1C=C(OCCOC2CCN(CC2)C2=CC=C(C(=O)OC(C)(C)C)C=C2)C=CC1